O(C#N)C1=CC=C(C=C1)S(=O)(=O)C1=CC=C(C=C1)OC#N Bis(4-cyanatophenyl)sulfone